2,4,5-trimethylthiazole CC=1SC(=C(N1)C)C